6-cyclopropyl-5-ethoxypyridazin-3(2H)-one 18-methylnonadecyl-eicos-11-enoate CC(CCCCCCCCCCCCCCCCCOC(CCCCCCCCCC=CCCCCCCCC)=O)C.C1(CC1)C=1C(=CC(NN1)=O)OCC